BrC1=CC=C(C(=O)N/N=C/C(C)(C)C)C=C1 4-bromo-N-[(E)-2,2-dimethylpropylideneamino]benzamide